FC1(CN(C1)CC(F)(F)F)C#CC1=CC2=C(OC[C@@H](C(N2C)=O)NC(C2=NC=CC(=C2)OC2=CC=CC=C2)=O)C=C1 (S)-N-(7-((3-Fluoro-1-(2,2,2-trifluoroethyl)azetidin-3-yl)ethynyl)-5-methyl-4-oxo-2,3,4,5-tetrahydrobenzo[b][1,4]oxazepin-3-yl)-4-phenoxypicolinamid